S1CC=C2C=CC=C12 thiapentalene